ClC=1C=C(CN2CCC(CC2)C(NC2=CC=C(C=C2)C=2OC(NN2)=O)=O)C=C(C1)Cl 3,5-dichlorobenzyl-4-((4-(5-oxo-4,5-dihydro-1,3,4-oxadiazol-2-yl)phenyl)carbamoyl)piperidine